N-[4-bromo-2-(4,4-dimethylcyclohexen-1-yl)phenyl]-4-cyano-1-(2-trimethylsilylethoxymethyl)imidazole-2-carboxamide BrC1=CC(=C(C=C1)NC(=O)C=1N(C=C(N1)C#N)COCC[Si](C)(C)C)C1=CCC(CC1)(C)C